OCC=1OC2=C(C1)C=CC=C2C(=O)N 2-(hydroxymethyl)benzofuran-7-carboxamide